2,3-dihydroxy-3-methyl-heptenedioic acid OC(C(=O)O)C(C=CCC(=O)O)(C)O